ClC1=C(C(C(=O)[O-])=CC=C1)O.OCC[N+](CCCC)(CCCC)CCCC 2-hydroxyethyl(tributyl)ammonium 3-chlorosalicylate